tert-butyl (5,6-dichloro-4-iodopyridin-2-yl)carbamate ClC=1C(=CC(=NC1Cl)NC(OC(C)(C)C)=O)I